2,3,4,5,6-pentafluorophenyl-thiophenol FC1=C(C(=C(C(=C1F)F)F)F)C1=C(C=CC=C1)S